COC1=CC=2C3=C(C(=NC2C=C1OCCCN1CCCC1)C=1C=NC=CC1)CCC3 8-methoxy-4-(pyridin-3-yl)-7-(3-(pyrrolidin-1-yl)propoxy)-2,3-dihydro-1H-cyclopenta[c]quinoline